2-benzoyl-guanine C(C1=CC=CC=C1)(=O)C1(NC(C2=NC=NC2=N1)=O)N